[Cl-].C(CCC)[P+](CCCCCCCCCCCCCC)(CCCC)CCCC tri(n-butyl)tetradecyl-phosphonium chloride